CC=1C=C(C=C(C1)C)C=1C=NC=C(C1N1C[C@H](CC1)NC(OC(C)(C)C)=O)C=O tert-butyl (S)-(1-(3-(3,5-dimethylphenyl)-5-formylpyridin-4-yl)pyrrolidin-3-yl)carbamate